BrCC12CCC(CC1)(CC2)CO[Si](C)(C)C(C)(C)C ((4-(bromomethyl)bicyclo[2.2.2]oct-1-yl)methoxy)(tert-butyl)dimethylsilane